BrC=1C(=C(C=C(C1)Cl)N1CC(CC1)(NC(=O)OC(C)(C)C)CCC(=O)OCC)C=O ethyl 3-(1-(3-bromo-5-chloro-2-formylphenyl)-3-((tert-butoxycarbonyl)amino)pyrrolidin-3-yl)propanoate